methyl-(2E)-but-2-ene-1,4-dioic acid (N-methoxy-N-methylcarbamoyl) methyl ester COC(/C=C(/C(=O)OC(N(C)OC)=O)\C)=O